4-(1-(6,7-dimethoxy-3-((4-methoxyphenyl)sulfonyl)quinolin-4-yl)piperidin-4-yl)-N-methylbenzamide COC=1C=C2C(=C(C=NC2=CC1OC)S(=O)(=O)C1=CC=C(C=C1)OC)N1CCC(CC1)C1=CC=C(C(=O)NC)C=C1